7-(5-chloropyrimidin-2-yl)oxy-1-(4,4,4-trifluorobutyl)indazole-3-carbonitrile ClC=1C=NC(=NC1)OC=1C=CC=C2C(=NN(C12)CCCC(F)(F)F)C#N